FC1=C(C=C(C=C1)CC1=NNC(C2=CC(=CC=C12)C)=O)C1=CC2=C(NC(=N2)NC(OC)=O)C=C1 Methyl (5-(2-fluoro-5-((6-methyl-4-oxo-3,4-dihydrophthalazin-1-yl)methyl)phenyl)-1H-benzoimidazol-2-yl)carbamate